FC(CN1N=CC=2C1=NC(=CN2)N2CCC1(CC(C1)COC=1C=NC(=CC1)C(F)(F)F)CC2)F 1-(2,2-difluoroethyl)-6-(2-(((6-(trifluoromethyl)pyridin-3-yl)oxy)methyl)-7-azaspiro[3.5]nonan-7-yl)-1H-pyrazolo[3,4-b]pyrazine